(S)-(5-(2-((tert-butyloxycarbonyl)amino)propionamido)-2-(((tert-butyldiphenylsilyl)oxy)methyl)benzyl)(methyl)carbamic acid allyl ester C(C=C)OC(N(C)CC1=C(C=CC(=C1)NC([C@H](C)NC(=O)OC(C)(C)C)=O)CO[Si](C1=CC=CC=C1)(C1=CC=CC=C1)C(C)(C)C)=O